N-(2-(1-(Tert-butoxycarbonyl)piperidine-3-yl)thiazole-4-carbonyl)-O-(tert-butyldimethylsilyl)-L-serine C(C)(C)(C)OC(=O)N1CC(CCC1)C=1SC=C(N1)C(=O)N[C@@H](CO[Si](C)(C)C(C)(C)C)C(=O)O